C(C)(=O)C=1C(=CC2=C(N(C(N2C2CCCC2)=O)C)C1)C(=O)OCC ethyl 6-acetyl-3-cyclopentyl-1-methyl-2-oxo-benzimidazole-5-carboxylate